3-(3-fluoro-4-(4-pyrrolidin-1-ylpiperidin-1-yl)phenyl)-1H-1,2,4-triazole-3,5-diamine FC=1C=C(C=CC1N1CCC(CC1)N1CCCC1)C1(NNC(=N1)N)N